(S)-2-Chloro-4-(3-methyl-8-(4-(piperazine-1-carbonyl)phenyl)-2,8-diazaspiro[4.5]decan-2-yl)benzonitrile ClC1=C(C#N)C=CC(=C1)N1CC2(C[C@@H]1C)CCN(CC2)C2=CC=C(C=C2)C(=O)N2CCNCC2